9,10-anthracenediylbis(methylene)-dimalonic acid C1=CC=CC2=C(C3=CC=CC=C3C(=C12)CC(C(=O)O)C(=O)O)CC(C(=O)O)C(=O)O